butyrylacetate (1-butoxy-1-oxopropan-2-yl butyrate) C(CCC)OC(C(C)C(C(=O)O)CC)=O.C(CCC)(=O)CC(=O)O